BrC=1C(=NC(=NC1)NC1=CC=C(C(=O)O)C=C1)NC1=C(C=CC=C1)P(=O)(C)C 4-((5-bromo-4-((2-(dimethylphosphoryl)phenyl)amino)pyrimidin-2-yl)amino)benzoic acid